4-chloro-8-cyclopropyl-6-(morpholin-4-yl)-7H,8H-pyrido[2,3-d]pyrimidin-7-one ClC=1C2=C(N=CN1)N(C(C(=C2)N2CCOCC2)=O)C2CC2